C(CCC=CCCC=CCC=C)O dodeca-4,8,11-triene-1-ol